COC(C1=CC(=NC=C1)C=1C2=CC=CC=C2C=C2C=CC=CC12)=O 2-(anthracene-9-yl)isonicotinic acid methyl ester